IC[C@H]1OCCOC1 (S)-2-(iodomethyl)-1,4-dioxan